(2E)-3-carboxyprop-2-enoate C(=O)(O)/C=C/C(=O)[O-]